C(#C)C1=CC=C(C=C1)C(=O)N1CCC(CC1)O (4-ethynylphenyl)-(4-hydroxy-1-piperidinyl)methanone